iodic acid, bromate salt Br(=O)(=O)O.I(=O)(=O)O